tert-butyl 2'-(2-chloro-3-ethyl-1H-pyrrolo[2,3-b]pyridin-5-yl)-5',6'-dihydrospiro[azetidine-3,4'-pyrrolo[1,2-b]pyrazole]-1-carboxylate ClC1=C(C=2C(=NC=C(C2)C=2C=C3N(N2)CCC32CN(C2)C(=O)OC(C)(C)C)N1)CC